N-hexadecyl-3-(4-hydroxybenzyloxy)-pyridin-4-one C(CCCCCCCCCCCCCCC)N1C=C(C(C=C1)=O)OCC1=CC=C(C=C1)O